2-[(4-{1-[(4-fluorophenyl)methoxy]-1H-pyrazol-3-yl}piperidin-1-yl)methyl]-1-{[(2S)-oxetan-2-yl]methyl}-1H-benzimidazole-6-carboxylic acid, ammonium salt [NH4+].FC1=CC=C(C=C1)CON1N=C(C=C1)C1CCN(CC1)CC1=NC2=C(N1C[C@H]1OCC1)C=C(C=C2)C(=O)[O-]